7-bromobenzo[D][1,3]dioxolane-5-carboxylic acid BrC1=CC(=CC2=C1OCO2)C(=O)O